C(#N)C1(CCCCC1)NC(=O)C1=CC2=C(CN(C2)C2=NOC(C2)(C(F)(F)F)C2=CC(=C(C(=C2)Cl)F)Cl)S1 N-(1-cyanocyclohexyl)-5-(5-(3,5-dichloro-4-fluorophenyl)-5-(trifluoromethyl)-4,5-dihydroisoxazol-3-yl)-5,6-dihydro-4H-thieno[2,3-c]pyrrole-2-carboxamide